(1-methyl-1,4,6,7-tetrahydrothiopyrano[4,3-c]pyrazol-3-yl)(4-(2-(trifluoromethyl)phenyl)piperidin-1-yl)methanone CN1N=C(C2=C1CCSC2)C(=O)N2CCC(CC2)C2=C(C=CC=C2)C(F)(F)F